tert-Butyl 2-(3-((2-methoxyethyl)amino)propanamido)-5,7-dimethyl-3-(6-(pyridin-4-yl)benzo[d]thiazol-2-yl)-4,7-dihydrothieno[2,3-c]pyridine-6(5H)-carboxylate COCCNCCC(=O)NC1=C(C2=C(C(N(C(C2)C)C(=O)OC(C)(C)C)C)S1)C=1SC2=C(N1)C=CC(=C2)C2=CC=NC=C2